26-O-β-d-Glucopyranosyl-(25R)-furostan-5-en-3β,26-diol [C@@H]1([C@H](O)[C@@H](O)[C@H](O)[C@H](O1)CO)OC[C@H](C)CCC1O[C@H]2C[C@H]3[C@@H]4CC=C5C[C@H](CC[C@]5(C)[C@H]4CC[C@]3(C)[C@H]2[C@@H]1C)O